1-(3-bromo-2-hydroxy-5-methyl-phenyl)-3-(4,4-dimethyl-1-piperidinyl)propane-1,3-dione BrC=1C(=C(C=C(C1)C)C(CC(=O)N1CCC(CC1)(C)C)=O)O